C(#N)C=CC1=C(C(=O)O)C=CC=N1 2-(2-cyanovinyl)nicotinic acid